N-methoxy-N,1-dimethylcyclopent-3-ene-1-carboxamide CON(C(=O)C1(CC=CC1)C)C